di-cyclohexyl-(2',4',6'-tri-isopropyl-1,1'-biphenyl-2-yl)-phosphane C1(CCCCC1)P(C1=C(C=CC=C1)C1=C(C=C(C=C1C(C)C)C(C)C)C(C)C)C1CCCCC1